6-chloro-5'-(5-chloro-2-methylphenyl)-2'-(2,5-dimethoxypyridin-4-yl)-3'-isopropyl-3'H-spiro[indoline-3,4'-pyrrolo[3,4-d]imidazole]-2,6'(5'H)-dione ClC1=CC=C2C(=C1)NC(C21N(C(C=2N=C(N(C21)C(C)C)C2=CC(=NC=C2OC)OC)=O)C2=C(C=CC(=C2)Cl)C)=O